C(C1=CC=CC=C1)OC1=C(C(=NC(=C1Br)C)[C@@H]1O[C@]([C@H]([C@H]1C1=C(C(=C(C=C1)F)F)OC)C)(C(F)(F)F)C)Br 4-(benzyloxy)-3,5-dibromo-2-((2R,3S,4S,5R)-3-(3,4-difluoro-2-methoxyphenyl)-4,5-dimethyl-5-(trifluoromethyl)tetrahydrofuran-2-yl)-6-methylpyridine